(E)-2-methyl-2-hexyl crotonate C(\C=C\C)(=O)OC(C)(CCCC)C